BrCCC1=CC=C(C=C1)CCCCCCCC 1-(2-bromoethyl)-4-octylbenzene